N-[(2S,3R)-4,4-difluoro-2-[(2-fluoro[1,1'-biphenyl]-3-yl)methyl]-1-(2-hydroxy-2-methylpropanoyl)pyrrolidin-3-yl]methane-sulfonamide FC1([C@@H]([C@@H](N(C1)C(C(C)(C)O)=O)CC=1C(=C(C=CC1)C1=CC=CC=C1)F)NS(=O)(=O)C)F